FC(C1=NN=C(O1)C1=CC=2N(C=C1)C=C(N2)CNC21CC3CC(CC(C2)C3)C1)F (3s,5s,7s)-N-((7-(5-(difluoromethyl)-1,3,4-oxadiazol-2-yl)imidazo[1,2-a]pyridin-2-yl)methyl)adamantan-1-amine